2-(2-hydroxy-4-oxa-heptadecyloxy)-4,6-di(2,4-dimethyl-phenyl)-1,3,5-triazine OC(COC1=NC(=NC(=N1)C1=C(C=C(C=C1)C)C)C1=C(C=C(C=C1)C)C)COCCCCCCCCCCCCC